4-tert-butyl-1-(3-((2-methylquinazolin-4-yl)oxy)propyl)piperidin-4-ol hydrochloride Cl.C(C)(C)(C)C1(CCN(CC1)CCCOC1=NC(=NC2=CC=CC=C12)C)O